N1N=CC2=C1C(NCC2)=O 5,6-dihydro-1H-pyrazolo[3,4-c]pyridin-7(4H)-one